(Z)-2-cyano-3-hydroxy-3-(5-methylisoxazol-4-yl)-N-(4-(N-propylsulfamoyl)phenyl)acrylamide C(#N)/C(/C(=O)NC1=CC=C(C=C1)S(NCCC)(=O)=O)=C(\C=1C=NOC1C)/O